N[C@H]1CN(CCC1)C(=O)C1=CC=2N(C=C1)C(=C(N2)C=2N(C1=CC=CC=C1C2)CC2=CC=C(C=C2)Cl)C (R)-(3-aminopiperidin-1-yl)(2-(1-(4-chlorobenzyl)-1H-indol-2-yl)-3-methylimidazo[1,2-a]pyridin-7-yl)methanone